(2-((methoxycarbonyl)amino)pyridin-4-yl)boronic acid COC(=O)NC1=NC=CC(=C1)B(O)O